C(C)OC1=CC(N(C=C1C=1C=NN(C1)C(C)C1=CC=C(C=C1)C=1C=NN(C1)C)C)=O 4-ethoxy-1-methyl-5-(1-{1-[4-(1-methyl-1H-pyrazol-4-yl)-phenyl]-ethyl}1H-pyrazol-4-yl)-1H-pyridin-2-one